(2-cyano-2-(2-(3,5-dichloro-4-(4-hydroxy-3-allylphenoxy)phenyl)hydrazono)acetyl)carbamic acid ethyl ester C(C)OC(NC(C(=NNC1=CC(=C(C(=C1)Cl)OC1=CC(=C(C=C1)O)CC=C)Cl)C#N)=O)=O